(R)-4-(2-(3-(hydroxymethyl)-1-(2-(6-(trifluoromethyl)pyridin-3-yl)propan-2-yl)pyrrolidin-3-yl)ethyl)benzonitrile OC[C@]1(CN(CC1)C(C)(C)C=1C=NC(=CC1)C(F)(F)F)CCC1=CC=C(C#N)C=C1